CN(CCOC(=O)OC(C(=O)OCCCCCCCCCCCCCCCC)CCC(=O)OCCCCCCCCCCCCCCCC)C Dihexadecyl 2-(((2-(dimethylamino)ethoxy)carbonyl)oxy)pentanedioate